3-((5-piperazin-1-yl-2-pyridinyl)amino)piperidine-2,6-dione N1(CCNCC1)C=1C=CC(=NC1)NC1C(NC(CC1)=O)=O